methyl 4-(4-aminobutoxy)-2-(3-aminoprop-1-yn-1-yl)benzoate NCCCCOC1=CC(=C(C(=O)OC)C=C1)C#CCN